3-[4-(Difluoromethoxy)-2-hydroxyphenyl]-6-[[(3R)-1-ethyl-3-piperidyl]amino]-4-methyl-1,2,4-triazin-5-on FC(OC1=CC(=C(C=C1)C1=NN=C(C(N1C)=O)N[C@H]1CN(CCC1)CC)O)F